5-[[2-(azetidin-1-ylmethyl)-4-chloro-5-(4-phenylindan-1-yl)oxy-phenoxy]methyl]pyridine-3-carbonitrile N1(CCC1)CC1=C(OCC=2C=C(C=NC2)C#N)C=C(C(=C1)Cl)OC1CCC2=C(C=CC=C12)C1=CC=CC=C1